CC1(CCN(CC1)CC=1NC2=CC(=CC=C2C1)CNC(C1=CN=CC(=C1)N1CCCC1)=O)C N-((2-((4,4-dimethylpiperidin-1-yl)methyl)-1H-indol-6-yl)methyl)-5-(pyrrolidin-1-yl)nicotinamide